FC1(CC(C1)C1=NOC(=N1)CN1C=NC2=C(C1=O)C(=CC=N2)C)C2=CC(=CC=C2)F 3-((3-((1s,3s)-3-fluoro-3-(3-fluorophenyl)cyclobutyl)-1,2,4-oxadiazol-5-yl)methyl)-5-methylpyrido[2,3-d]pyrimidin-4(3H)-one